8-fluoro-3-(3-(7-(2-hydroxyprop-2-yl)-4-oxo-4,5-dihydroimidazo[1,2-a]quinoxalin-1-yl)-2-methylphenyl)quinazoline-2,4(1H,3H)-dione FC=1C=CC=C2C(N(C(NC12)=O)C1=C(C(=CC=C1)C1=CN=C2N1C1=CC=C(C=C1NC2=O)C(C)(C)O)C)=O